OC(C)C=1C(=NC(=CC1)N1C=NC2=C1C=CC(=C2)NC=2N=NC(=CC2)C)N(C)CC2(CC2)C#N 1-[[[3-(1-hydroxyethyl)-6-[5-[(6-methylpyridazin-3-yl)amino]benzimidazol-1-yl]-2-pyridinyl]-methyl-amino]methyl]cyclopropanecarbonitrile